(4-chlorophenylthiomethyl)-androst-5-en-3beta-ol ClC1=CC=C(C=C1)SCC[C@@]12CCC[C@H]1[C@@H]1CC=C3C[C@H](CC[C@]3(C)[C@H]1CC2)O